CC=1C=C2C(=CC(=C(C2=CC1)OC(C(=C)C)=O)OC)O 6-methyl-2-methoxy-4-hydroxy-1-methacryloyloxynaphthalene